4-[3-bromo-N-(2,2-difluoroethyl)-5-fluoro-anilino]-5-fluoro-1H-quinazolin-2-one BrC=1C=C(N(CC(F)F)C2=NC(NC3=CC=CC(=C23)F)=O)C=C(C1)F